C1(=CC=C(C=C1)N1OCC(C1C1=CC=CC=C1)C(C)=O)C 2-(4-tolyl)-3-phenyl-4-acetyl-isoxazoline